[GeH2].[GeH2].[GeH2] trigermanium